p-dimethylaminocinnamaldehyde CN(C)C1=CC=C(C=C1)/C=C/C=O